thiazolium acetate C(C)(=O)[O-].S1C=[NH+]C=C1